di-t-amyl-hydroquinone C(C)(C)(CC)C=1C(=C(O)C=CC1O)C(C)(C)CC